tert-butyl (1R,5S)-3-[4-[(5-cyclopropyl-1H-pyrazol-3-yl)amino]pyrimidin-2-yl]-3,6-diazabicyclo[3.2.0]heptane-6-carboxylate C1(CC1)C1=CC(=NN1)NC1=NC(=NC=C1)N1C[C@@H]2CN([C@@H]2C1)C(=O)OC(C)(C)C